4-[(1S)-1-[4-(5-cyclopropyl-1,2,4-oxadiazol-3-yl)phenyl]ethoxy]-5,6-dimethyl-pyrimidin-2-amine C1(CC1)C1=NC(=NO1)C1=CC=C(C=C1)[C@H](C)OC1=NC(=NC(=C1C)C)N